COC(CC1NC(CC=2C3=CC=CC=C3NC12)C(=O)O)OC 1-(2,2-dimethoxyethyl)-2,3,4,9-tetrahydro-β-carboline-3-carboxylic acid